C(=O)O.FC=1C=C(C=C(C1OC1=CC=NC2=CC(=C(C=C12)OC)OCCNC)F)NC(=O)C=1C(=NC=CC1OC)F N-(3,5-difluoro-4-((6-methoxy-7-(2-(methylamino)ethoxy)quinolin-4-yl)oxy)phenyl)-2-fluoro-4-methoxypyridine-3-carboxamide formate